ClC1=C(C(=O)NC2(CC2)C#N)C=C(C=C1)SC1=NOC(C1)(C(F)(F)F)C1=CC(=CC(=C1)Cl)Cl 2-chloro-N-(1-cyanocyclopropyl)-5-[[5-(3,5-dichlorophenyl)-5-(trifluoro-methyl)-4H-isoxazol-3-yl]sulfanyl]benzamide